4-(1-(3-Amino-6-(2-hydroxyphenyl)pyridazin-4-yl)piperidin-3-yl)-3-methoxybenzoic acid NC=1N=NC(=CC1N1CC(CCC1)C1=C(C=C(C(=O)O)C=C1)OC)C1=C(C=CC=C1)O